CC1=C(C(=NC(=C1)C)N)C(=O)OC1=CC=C(C=C1)OC1=CC=CC=C1 (4-phenoxyphenyl) methyl-2-amino-6-methyl-3-pyridineformate